6-(3-benzofuranyl)benzo[h]quinoline O1C=C(C2=C1C=CC=C2)C=2C=C1C=CC=NC1=C1C2C=CC=C1